6-[(2S,3R)-3-aminobutan-2-yl]-7-methyl-N-[(thiophen-2-yl)methyl]thieno[3,2-c]pyridazin-4-amine N[C@@H]([C@H](C)C1=C(C=2N=NC=C(C2S1)NCC=1SC=CC1)C)C